4-(1-methylethyl)phenyl-4-methylphenyl-iodonium CC(C)C1=CC=C(C=C1)[I+]C1=CC=C(C=C1)C